C(C)(=O)OCC1(CCCCC1)COC(C)=O cyclohexanedimethanol diacetate